COC=1C=C2C(=NC=NC2=CC1OC)OC1=C(C=C(C=C1)C1C=2N(CCC1)N(C(C2C(=O)N)=O)C2=CC=CC=C2)OC (4-((6,7-dimethoxyquinazolin-4-yl)oxy)-3-methoxyphenyl)-2-oxo-1-phenyl-1,2,4,5,6,7-hexahydropyrazolo[1,5-a]pyridine-3-carboxamide